C1(=CC=CC=C1)P(OC=1C(=C(C2=CC=CC=C2C1)C1=CC=CC2=CC=CC=C12)OP(C1=CC=CC=C1)C1=CC=CC=C1)C1=CC=CC=C1 bis(diphenylphosphino-oxy)-1,1'-binaphthyl